3-chloro-N-(2-cyanopropan-2-yl)-N-[4-(1,1,1,2,3,3,3-heptafluoropropan-2-yl)-2-methylphenyl]phthalamide ClC1=C(C(C(=O)N(C2=C(C=C(C=C2)C(C(F)(F)F)(C(F)(F)F)F)C)C(C)(C)C#N)=CC=C1)C(=O)N